C(C)OC(=O)C1(CC1)OC1=C(C(=CC(=C1)Br)Cl)[N+](=O)[O-] 1-(5-Bromo-3-chloro-2-nitrophenoxy)cyclopropane-1-carboxylic acid ethyl ester